BrC=1C=C2C(=C(C(OC2=CC1OCCCC(=O)[O-])=O)C(C)(C)C)CO 4-((6-bromo-4-(hydroxymethyl)-tert-Butyl 2-oxo-2H-chromen-7-yl)oxy)butanoate